ClC=1C=C(CC2=NOC(=N2)C2=CC=C(C=C2)/C=C/C(=O)O)C=CC1 (E)-3-(4-(3-(3-Chlorobenzyl)-1,2,4-oxadiazol-5-yl)phenyl)acrylic acid